11-(2-(2,6-dioxopiperidin-3-yl)-1-oxo-1,2-dihydrophthalazin-6-yl)undecanal O=C1NC(CCC1N1C(C2=CC=C(C=C2C=N1)CCCCCCCCCCC=O)=O)=O